C(C)N(CCC)CCC1=CNC2=CC(=CC=C12)OC N-ethyl-N-(2-(6-methoxy-1H-indol-3-yl)ethyl)propan-1-amine